(5-bromo-7-chloro-1-((2-(trimethylsilyl)ethoxy)methyl)-1H-pyrrolo[3,2-b]pyridin-2-yl)methanol BrC1=CC(=C2C(=N1)C=C(N2COCC[Si](C)(C)C)CO)Cl